(5-((1-hexyl-1H-1,2,3-triazol-4-yl)methoxy)-2-(trifluoromethoxy)phenyl)methanol 1-(2-hydroxyethyl)-2,2,6,6-tetramethyl-4-hydroxypiperidinesuccinate OCCC1C(N(C(CC1O)(C)C)C(CC(=O)OCC1=C(C=CC(=C1)OCC=1N=NN(C1)CCCCCC)OC(F)(F)F)C(=O)O)(C)C